S(=O)(=O)(O)P1(OCC(CO1)(C)C)Cl 2-sulfo-2-chloro-5,5-dimethyl-1,3,2-dioxaphosphorinane